4-(3,4-difluorophenyl)-1-(6-(1-methyl-1H-pyrazol-4-yl)pyrazin-2-yl)piperidin-4-ol FC=1C=C(C=CC1F)C1(CCN(CC1)C1=NC(=CN=C1)C=1C=NN(C1)C)O